divinyltetramethyl-disilazane C(=C)[SiH](N([Si](C)(C)C)C)C=C